tert-Butyl (4-(4-amino-7-(2-(4-methylpiperazin-1-yl)ethyl)pyrrolo[2,1-f][1,2,4]triazin-5-yl)-2-methoxyphenyl)carbamate NC1=NC=NN2C1=C(C=C2CCN2CCN(CC2)C)C2=CC(=C(C=C2)NC(OC(C)(C)C)=O)OC